COC(CCSC1=NC(=NC=C1)N)=O 3-((2-Aminopyrimidin-4-yl)thio)propanoic acid methyl ester